5-[2-(2-{N-[(Chinolin-8-yl)methyl]formamido}phenyl)ethynyl]pyridin N1=CC=CC2=CC=CC(=C12)CN(C=O)C1=C(C=CC=C1)C#CC=1C=CC=NC1